C(CC)NC(C(=O)O)(C)C propyl-dimethyl-aminoacetic acid